1-(6-((1-(4-(Difluoromethyl)phenyl)-4-methyl-1H-1,2,3-triazol-5-yl)methoxy)pyridazine-3-yl)-N-(2-methoxyethyl)azetidine-3-carboxamide FC(C1=CC=C(C=C1)N1N=NC(=C1COC1=CC=C(N=N1)N1CC(C1)C(=O)NCCOC)C)F